O=C1NC(CCC1N1C(C2=CC=CC(=C2C1)CNC(=O)C1CN(C1)C(=O)OC(C)(C)C)=O)=O tert-butyl 3-(((2-(2,6-dioxopiperidin-3-yl)-1-oxoisoindolin-4-yl)methyl)carbamoyl)azetidine-1-carboxylate